Tert-butyl (S)-4,4-difluoro-2-methylpyrrolidine-1-carboxylate FC1(C[C@@H](N(C1)C(=O)OC(C)(C)C)C)F